3-(2-(dimethylamino)ethyl)-7,8-dimethyl-2,3,4,5-tetrahydro-1H-benzo[d]azepine-6,9-dione CN(CCN1CCC2=C(CC1)C(C(=C(C2=O)C)C)=O)C